BrC1=CC=C(C=C1)[C@H](C)NC=1N=CC2=C(N1)N(C(C=C2)=O)CC(CO)(C)C 2-{[(1S)-1-(4-Bromophenyl)ethyl]amino}-8-(3-hydroxy-2,2-dimethylpropyl)pyrido[2,3-d]pyrimidin-7(8H)-on